CC1(C(OC1)CO)C (3,3-dimethyloxetan-2-yl)methanol